OC(C#CC1=C(C=C(C=N1)C=1C=C(C=CC1C)NC(=O)C1=CC(=NC=C1)C(F)(F)F)N1CCOCC1)(C)C N-{3-[6-(3-Hydroxy-3-methylbut-1-yn-1-yl)-5-(morpholin-4-yl)pyridin-3-yl]-4-methylphenyl}-2-(trifluoromethyl)-pyridine-4-carboxamide